N1C2=C(OCC1)N=CC(=C2)B(O)O (2,3-dihydro-1H-pyrido[2,3-b][1,4]oxazin-7-yl)boronic acid